NC1CCN(CC1)C1=CC=C(C(=C1C#N)C1=CC(=C(C=C1)C#N)F)C1=CC(=C(C=C1)OC)O 6-(4-aminopiperidin-1-yl)-2-(4-cyano-3-fluorophenyl)-3-(3-hydroxy-4-methoxyphenyl)benzonitrile